(R)-6-(4-(1-(sec-butyl)-3-(4-chloro-3-fluorophenyl)-1H-pyrrolo[2,3-b]pyridine-6-carbonyl)-3,3-dimethylpiperazin-1-yl)-2,4-dimethylnicotinic acid [C@@H](C)(CC)N1C=C(C=2C1=NC(=CC2)C(=O)N2C(CN(CC2)C2=NC(=C(C(=O)O)C(=C2)C)C)(C)C)C2=CC(=C(C=C2)Cl)F